2-bromo-5,5,8,8-tetramethyl-5,6,7,8-tetrahydro-1H-cyclopenta[b]naphthalene BrC1=CC=2C(=CC=3C(CCC(C3C2)(C)C)(C)C)C1